C(#N)C1=CC(=NN1)CN(C(=O)NC1=CC(=C(C(=C1)F)F)F)C=1C=NC(=NC1)OC ((5-Cyano-1H-pyrazol-3-yl)methyl)-1-(2-methoxypyrimidin-5-yl)-3-(3,4,5-trifluorophenyl)urea